C1SCC2=C1C=CC=C2 1H-2-benzothiophene